(2-cyano-phenyl)boronic acid C(#N)C1=C(C=CC=C1)B(O)O